[Na].[Co] cobalt sodium salt